ClC=1C=C(C=NC1)C1N(CC(CC1)C)C(C(=O)NC=1C=NC=C(C(=O)N)C1)=O 5-(2-(2-(5-chloropyridin-3-yl)-5-methylpiperidin-1-yl)-2-oxoacetamido)Nicotinamide